N=1C=NN2C1C=CC(=C2)C2=CNC=1N=C(N=C(C12)OC)NC1CCC(CC1)(O)CC 4-((5-([1,2,4]triazolo[1,5-a]pyridin-6-yl)-4-methoxy-7H-pyrrolo[2,3-d]pyrimidin-2-yl)amino)-1-ethylcyclohexan-1-ol